NC1=C(C(=O)O)C=CC(=C1)C1N(CCN(C1)CC(F)F)CC1=C2C=CNC2=C(C=C1OC(F)F)C 2-Amino-4-(4-(2,2-difluoroethyl)-1-((5-(difluoromethoxy)-7-methyl-1H-indol-4-yl)methyl)piperazin-2-yl)benzoic acid